3-[5-(4-bromophenyl)-1-[2-(trifluoromethyl)phenyl]pyrrol-2-yl]-N-[2-(dimethylamino)ethyl]-N-methyl-benzamide BrC1=CC=C(C=C1)C1=CC=C(N1C1=C(C=CC=C1)C(F)(F)F)C=1C=C(C(=O)N(C)CCN(C)C)C=CC1